[S].[C] carbon sulphur